N-[(S)-(4,4-Difluorocyclohexyl){3-[1-(2,2-difluoropropylcarbamoyl)-4,4-difluoro-cyclohexyl]imidazo[1,2-b][1,2,4]triazin-6-yl}methyl]-2-isopropylpyrazole-3-carboxamide FC1(CCC(CC1)[C@H](NC(=O)C=1N(N=CC1)C(C)C)C=1N=C2N(N=CC(=N2)C2(CCC(CC2)(F)F)C(NCC(C)(F)F)=O)C1)F